CCOC=O.O=C1C2(C=3C(=NC=CC3)N1)CC1=C(SC=C1)C2 oxo-1',2',4,6-tetrahydrospiro[cyclopenta[b]thiophene-5,3'-pyrrolo[2,3-b]pyridine] 2-ethyl-formate